Iodosilane I[SiH3]